ClC1=NC=CC2=CC=CC(=C12)C(F)(F)F 1-chloro-8-(trifluoromethyl)isoquinoline